(+-)-(1S,3R,5R)-3-amino-2-fluoro-8-azabicyclo[3.2.1]Octane-8-carboxylic acid tert-butyl ester C(C)(C)(C)OC(=O)N1[C@@H]2[C@@H]([C@@H](C[C@H]1CC2)N)F |&1:9|